4-(4-(1-cyclopropyl-1H-indol-3-yl)pyrimidin-2-yl)-N1-(2-(dimethylamino)ethyl)-5-methoxy-N1-methylbenzene-1,2,4-triamine C1(CC1)N1C=C(C2=CC=CC=C12)C1=NC(=NC=C1)C1(CC(=C(C=C1OC)N(C)CCN(C)C)N)N